OC1=CC=C(C=C1)C1(CCC(CC1)C(C)(C)C1CCC(CC1)(C1=CC=C(C=C1)O)C1=CC=C(C=C1)O)C1=CC=C(C=C1)O 2,2-Bis-[4,4-bis-(4-hydroxyphenyl)-cyclohexyl]-propan